FC(C1=CC(=NC(=C1)C(F)(F)F)N1[C@@H]([C@@H](CC1)O)C(=O)N(C)C1=CC=C(C=C1)F)(F)F (2S,3R)-1-(4,6-bis(trifluoromethyl)pyridin-2-yl)-N-(4-fluorophenyl)-3-hydroxy-N-methylpyrrolidine-2-carboxamide